FC(CN1C(C2=CC(=C(C=C2C=C1)C1=NC=C(C=N1)C(F)(F)F)F)=O)(C[C@H](C)NC=1C=NNC(C1C(F)(F)F)=O)F 2-[(4S)-2,2-difluoro-4-[[6-oxo-5-(trifluoromethyl)-1H-pyridazin-4-yl]amino]pentyl]-7-fluoro-6-[5-(trifluoromethyl)pyrimidin-2-yl]isoquinolin-1-one